O1CCN(CC1)C1=NC=2N(C=C1)N=CC2C(=O)N 5-morpholinopyrazolo[1,5-a]pyrimidine-3-formamide